C(CCCCCC(C)(C)C)(=O)[O-].C(CCCCCC(C)(C)C)(=O)[O-].[Sn+2] tin (II) bis(neodecanoate)